3-cyano-6-(1-(difluoromethyl)-1H-pyrazol-4-yl)pyrazolo[1,5-a]pyridine-4-ylboronic acid C(#N)C=1C=NN2C1C(=CC(=C2)C=2C=NN(C2)C(F)F)B(O)O